[N+](=O)([O-])C1=CC=C(C=C1O)O 6-nitroresorcinol